N1(CCN(CCNCCC1)CC=1C(=C(C=C(C1)C)CNC(CO)O)O)CC=1C(=C(C=C(C1)C)CNC(CO)O)O 1,1'-{1,4,7-triazecane-1,4-diylbis[methylene(2-hydroxy-5-methyl-3,1-phenylene)methyleneazanediyl]}di(ethane-1,2-diol)